methyl 2-[[4-[3-[(4-cyano-2-fluoro-phenyl)methoxy]pyrazol-1-yl]-1-piperidyl]methyl]-3-[(3-ethylimidazol-4-yl)methyl]imidazo[4,5-b]pyridine-5-carboxylate C(#N)C1=CC(=C(C=C1)COC1=NN(C=C1)C1CCN(CC1)CC1=NC=2C(=NC(=CC2)C(=O)OC)N1CC=1N(C=NC1)CC)F